BrC=1C=C(C=C2CCCN(C12)C1C[C@@H](N(C1)C(=O)OC(C)(C)C)CO[Si](C)(C)C(C)(C)C)Cl (2R)-tert-butyl 4-(8-bromo-6-chloro-3,4-dihydroquinolin-1(2H)-yl)-2-(((tert-butyldimethylsilyl)oxy)methyl)pyrrolidine-1-carboxylate